tert-Butyl ((2S)-1-((3'-(diethylamino)-3-oxo-3H-spiro[isobenzofuran-1,9'-xanthen]-6'-yl)amino)-4-methyl-1-oxopentan-2-yl)carbamate C(C)N(C=1C=CC=2C3(C4=CC=C(C=C4OC2C1)NC([C@H](CC(C)C)NC(OC(C)(C)C)=O)=O)OC(C1=CC=CC=C13)=O)CC